C(C)(C)(C)C1=C(C=CC=C1)C1(NC(=NN=C1Cl)NC1=C(C=C2CCN(CC2=C1)C)OC)N 5-(2-(tert-butyl)phenyl)-6-chloro-N3-(6-methoxy-2-methyl-1,2,3,4-tetrahydroisoquinolin-7-yl)-1,2,4-triazine-3,5-diamine